OC1=C(C=NN1C)C=O (5-hydroxy-1-methyl-1H-pyrazol-4-yl)-methanone